2-amino-2-(4-(ethylsulfonyl)phenyl)ethan-1-ol NC(CO)C1=CC=C(C=C1)S(=O)(=O)CC